rac-2-[(2R,5S)-2-(4-fluorophenyl)-5-methyl-1-piperidyl]-2-oxo-acetic acid FC1=CC=C(C=C1)[C@@H]1N(C[C@H](CC1)C)C(C(=O)O)=O |r|